N-(FLUORoSULFONYL)DIMETHYLAMIN FS(=O)(=O)N(C)C